FC=1C=C(C(=O)O)C=C(C1F)C=1N=NC(=CC1)NC1C[C@@H]2[C@@H](CN(C2)CC2CCOCC2)C1 3,4-Difluoro-5-(6-(((3aR,5s,6aS)-2-((tetrahydro-2H-pyran-4-yl)methyl)octahydrocyclopenta[c]pyrrol-5-yl)amino)pyridazin-3-yl)benzoic acid